ClC1(C(N=CC=C1)C(=O)NC1(CCN(CC1)C1=NC=C(C=C1)C=1C=2N(C=C(C1)N1CC(C1)(C)C#N)N=CC2C#N)C)CCl 3-chloro-N-(1-(5-(3-cyano-6-(3-cyano-3-methylazetidin-1-yl)pyrazolo[1,5-a]pyridin-4-yl)pyridin-2-yl)-4-methylpiperidin-4-yl)-3-chloromethyl-pyridineamide